4,5-diamino-N-(3-(3-hydroxy-2-methyl-4-oxopyridin-1(4H)-yl)propyl)pentanamide NC(CCC(=O)NCCCN1C(=C(C(C=C1)=O)O)C)CN